2-[2-(difluoromethoxy)-5-methyl-4-pyridyl]-6-[5-[(6-methylpyridazin-3-yl)amino]-6-(oxetan-3-yloxy)benzimidazol-1-yl]pyridine-3-carbonitrile FC(OC1=NC=C(C(=C1)C1=NC(=CC=C1C#N)N1C=NC2=C1C=C(C(=C2)NC=2N=NC(=CC2)C)OC2COC2)C)F